COC1=C(C=CC(=C1)[C@@H]2CC(=O)C3=C(C=C(C=C3O2)O[C@H]4[C@@H]([C@H]([C@@H]([C@H](O4)CO)O)O)O[C@H]5[C@@H]([C@](CO5)(CO[C@H]6[C@@H]([C@](CO6)(CO)O)O)O)O)O)O The molecule is a viscumneoside that is viscumneoside III in which the primary hydroxy group of the beta-D-apiofuranosyl moiety has itself been converted to the corresponding beta-D-apiofuranoside derivative. Found in Viscum coloratum, an evergreen hemiparasitic plant whose stems and leaves are used in traditional Chinese medicine for the treatment of rheumatism. It has a role as a plant metabolite. It is a viscumneoside, a flavanone glycoside and a beta-D-glucoside. It derives from a viscumneoside III, a homoeriodictyol and a beta-D-apiose.